N-((1-(4-fluorobenzyl)piperidin-4-yl)methyl)-3-nitrobenzamide FC1=CC=C(CN2CCC(CC2)CNC(C2=CC(=CC=C2)[N+](=O)[O-])=O)C=C1